CC1(CC[C@@H](N1)[C@H](O)C=1C=NC=C(C1)F)C (R)-[(R)-5,5-dimethyl-2-pyrrolidinyl](5-fluoro-3-pyridyl)methanol